8-bromo-2-mercaptopyrido[3',4':4,5]thieno[2,3-d]pyrimidin-4-ol BrC1=CN=CC2=C1SC=1N=C(N=C(C12)O)S